[3-[[(1R)-2-[(3-amino-5-fluoro-4-methoxy-phenyl)methoxy]-1-methyl-ethyl]carbamoyl]-5-chloro-pyrazolo[1,5-a]pyrimidin-7-yl]-N-methyl-carbamate NC=1C=C(C=C(C1OC)F)COC[C@@H](C)NC(=O)C=1C=NN2C1N=C(C=C2OC(NC)=O)Cl